3-(2-chloro-3'-methyl-4'-(2-oxopyridin-1(2H)-yl)-[1,1'-biphenyl]-3-yl)piperidine-2,6-dione ClC1=C(C=CC=C1C1C(NC(CC1)=O)=O)C1=CC(=C(C=C1)N1C(C=CC=C1)=O)C